1-(1-ethyl-5-((2-(trifluoromethyl)pyridin-3-yl)thio)-1H-imidazo[4,5-b]pyrazin-2-yl)-4-methylpiperidin-4-amine C(C)N1C(=NC=2C1=NC=C(N2)SC=2C(=NC=CC2)C(F)(F)F)N2CCC(CC2)(N)C